C(C)(=O)N1[C@H](CCC2=CC(=CC=C12)C=1C=C(C=CC1)NC(CNC(=O)C1=C(C=2N=C(N=C(C2S1)N1CCOCC1)C=1C=NC(=NC1)N)C)=O)C (S)-N-(2-((3-(1-Acetyl-2-methyl-1,2,3,4-tetrahydro-quinolin-6-yl)phenyl)amino)-2-oxoethyl)-2-(2-aminopyrimidin-5-yl)-7-methyl-4-morpholinothieno[3,2-d]pyrimidine-6-carboxamide